4-bromo-N-(2-bromoethyl)aniline BrC1=CC=C(NCCBr)C=C1